CC=1C=C2NC(C(NC2=CC1C)CC(=O)NC=1SC(=C(C1C(=O)OCC)C)C)=O Ethyl 2-(((6,7-dimethyl-3-oxo-1,2,3,4-tetrahydro-2-quinoxalinyl)acetyl)amino)-4,5-dimethyl-3-thiophenecarboxylate